CC1=NC(=CC(=N1)NC1=NC=C(C(=O)NOCC)C(=C1)NC1=C(C(=CC=C1)C1=NC=C(N=C1)C(C)C)OC)C 6-((2,6-dimethyl-pyrimidin-4-yl)amino)-N-ethoxy-4-((3-(5-isopropyl-pyrazin-2-yl)-2-meth-oxyphenyl)amino)nicotinamide